C[C@]12CC[C@H]3[C@H]([C@@H]1C[C@H]([C@@H]2O)O[C@H]4[C@@H]([C@H]([C@@H]([C@H](O4)C(=O)O)O)O)O)CCC5=C3C=CC(=C5)O The molecule is a steroid glucosiduronic acid that is estriol in which the phenolic hydrogen has been replaced by a beta-D-glucuronyl residue. It has a role as a human urinary metabolite. It is a steroid glucosiduronic acid, a beta-D-glucosiduronic acid, a 3-hydroxy steroid, a member of phenols and a 17beta-hydroxy steroid. It derives from an estriol. It is a conjugate acid of an estriol 16-O-(beta-D-glucuronide)(1-).